(S)-tert-butyl 5-amino-4-(5-bromo-1-oxoisoindolin-2-yl)-5-oxopentanoate NC([C@H](CCC(=O)OC(C)(C)C)N1C(C2=CC=C(C=C2C1)Br)=O)=O